(8-((4-(butylamino)-3-(trifluoromethyl)-1H-pyrrolo[2,3-b]pyridin-6-yl)amino)-2,3-dihydrobenzo[b][1,4]dioxin-5-yl)(morpholino)methanone C(CCC)NC1=C2C(=NC(=C1)NC1=CC=C(C3=C1OCCO3)C(=O)N3CCOCC3)NC=C2C(F)(F)F